C(C1=CC=CC=C1)O[C@@H]1[C@H](N(C[C@@H]([C@H]1OCC1=CC=CC=C1)OCC1=CC=CC=C1)CCC1=CC=CC=C1)C (2r,3r,4r,5s)-3,4,5-tris(benzyloxy)-2-methyl-1-phenethyl-piperidine